2-(6-chloro-5-(hydroxymethyl)-2-methyl-3-oxo-2,3-dihydropyridazin-4-yl)-N-(3-morpholinobicyclo[1.1.1]pentan-1-yl)acetamide ClC=1C(=C(C(N(N1)C)=O)CC(=O)NC12CC(C1)(C2)N2CCOCC2)CO